(rac)-(2s,4s)-2-(6-(3-(tert-butyl)phenyl)-2-azaspiro[3.4]octane-2-carbonyl)-7-oxa-5-azaspiro[3.4]octane-6-one C(C)(C)(C)C=1C=C(C=CC1)[C@H]1CC2(CN(C2)C(=O)C2CC3(C2)NC(OC3)=O)CC1 |r|